COC1=NC=C(C(=C1)C(C(=O)O)C)SC 2-(2-methoxy-5-(methylthio)pyridin-4-yl)propanoic acid